BrC=1C=2C3=C(NC2C(=C(C1)Cl)F)CCNC3 9-bromo-7-chloro-6-fluoro-2,3,4,5-tetrahydro-1H-pyrido[4,3-b]indole